4-(azido)benzoic acid N(=[N+]=[N-])C1=CC=C(C(=O)O)C=C1